4-(2-(2-phenoxyethoxy)-6-(3-(m-tolyl)-1H-pyrazol-1-yl)pyrimidin-4-yl)morpholine O(C1=CC=CC=C1)CCOC1=NC(=CC(=N1)N1CCOCC1)N1N=C(C=C1)C=1C=C(C=CC1)C